[(2R,3S,4R,SR)-5-[6-chloro-5-cyano-4-(cyclopentylamino)pyrazolo[3,4-b]pyridin-1-yl]-3,4-dihydroxy-tetrahydrofuran-2-yl]methoxymethylphosphonic acid ClC1=C(C(=C2C(=N1)N(N=C2)[C@@H]2[C@@H]([C@@H]([C@H](O2)COCP(O)(O)=O)O)O)NC2CCCC2)C#N |&1:10|